ClC1=CC(=C(C=C1)C1=NC(=CC=2N=C(N(C(C21)=O)C)C)N2C[C@H](CCC2)C2=CC=CC=C2)F (R)-5-(4-chloro-2-fluorophenyl)-2,3-dimethyl-7-(3-phenylpiperidin-1-yl)pyrido[4,3-d]pyrimidin-4(3H)-one